C(C)N(C(C1=C(C=CC(=C1)F)OC1=C(N=CN=N1)N1CC2(CN(C2)C(C(C)C)CC(CN(C)CC)OC)CC1)=O)C(C)C N-ethyl-2-((5-(2-((3x-s,5x-r)-6-(ethyl-(methyl)amino)-5-methoxy-2-methylhex-3-yl)-2,6-diazaspiro[3.4]oct-6-yl)-1,2,4-triazin-6-yl)oxy)-5-fluoro-N-isopropylbenzamide